(3aR,6aS)-5-(4,6-dimethylpyrimidin-2-yl)tetrahydropyrrolo[3,4-c]pyrrole CC1=NC(=NC(=C1)C)N1C=C2[C@@H](C1)CNC2